5-((1-Benzylpiperidin-4-yl)(methyl)amino)-3-fluoro-N-(thiazol-4-yl)-4-(trifluoromethyl)pyridine-2-sulfonamide C(C1=CC=CC=C1)N1CCC(CC1)N(C=1C(=C(C(=NC1)S(=O)(=O)NC=1N=CSC1)F)C(F)(F)F)C